N-[4-fluoro-5-(2-morpholin-4-ylpyrimidin-5-yl)-2-[(3R)-3,4-dimethylpiperazin-1-yl]phenyl]pyridine-3-carboxamide FC1=CC(=C(C=C1C=1C=NC(=NC1)N1CCOCC1)NC(=O)C=1C=NC=CC1)N1C[C@H](N(CC1)C)C